C(#N)C=1C=C(C=C(C1)F)S(=O)(=O)N1C[C@H]2[C@@H](C1)CN(C2)C(=O)OC(C)(C)C tert-butyl (3aR,6aS)-5-((3-cyano-5-fluorophenyl)sulfonyl)hexahydropyrrolo[3,4-c]pyrrole-2(1H)-carboxylate